CC=1C=C2C(C(NC2=CC1)=O)=NN=C1SCC(N1C1=CC=C(C=C1)Cl)=O 5-methyl-3-(2-(3-(4-chlorophenyl)-4-oxothiazolidin-2-ylidene)hydrazono)-1H-indol-2-one